C(C)N(S(=O)(=O)NC=1C(=C(C=CC1)C=1N=C(SC1C1=NC(=NC=C1)NC1=CC(=C(C=C1)N1CCN(CC1)C(=O)OC(C)(C)C)F)C)F)C tert-butyl 4-[4-({4-[4-(3-{[ethyl(methyl)sulfamoyl]amino}-2-fluorophenyl)-2-methyl-1,3-thiazol-5-yl]pyrimidin-2-yl}amino)-2-fluorophenyl]piperazine-1-carboxylate